(2S)-4-(2,5-Difluorophenyl)-N-[(3R,4S)-3-fluoro-1-methyl-4-piperidinyl]-2,5-dihydro-2-(hydroxymethyl)-N-methyl-2-phenyl-1H-pyrrole-1-carboxamide FC1=C(C=C(C=C1)F)C1=C[C@](N(C1)C(=O)N(C)[C@@H]1[C@@H](CN(CC1)C)F)(C1=CC=CC=C1)CO